N-ethyl-2-methoxy-3-[3-(pyrrolidin-1-yl)propoxy]-6H,7H,8H-cyclopenta[b]1,5-naphthyridin-9-amine C(C)NC1=C2C(=NC3=CC(=C(N=C13)OC)OCCCN1CCCC1)CCC2